6-[4-(6-chloro-5-fluoro-indolin-1-yl)quinazolin-6-yl]-3H-isobenzofuran-1-one ClC1=C(C=C2CCN(C2=C1)C1=NC=NC2=CC=C(C=C12)C1=CC=C2COC(C2=C1)=O)F